2,2'-dihydroxy-4,4'-diethoxybenzophenone OC1=C(C(=O)C2=C(C=C(C=C2)OCC)O)C=CC(=C1)OCC